C(#N)\C(=C/C1=C(N(C(=C1)C)C1=C(N=C(S1)C)C(=O)OCC)C)\C1=NC2=C(C=NC(=C2)OC)N1 ethyl (E)-5-(3-(2-cyano-2-(6-methoxy-3H-imidazo[4,5-c]pyridin-2-yl)vinyl)-2,5-dimethyl-1H-pyrrol-1-yl)-2-methylthiazole-4-carboxylate